C1(CC1)C=1C=C(N)C=C(C1)CN1C[C@@H](N[C@@H](C1)C)CC 3-cyclopropyl-5-(((3s,5r)-3-ethyl-5-methylpiperazin-1-yl)methyl)aniline